N-stearoylphytosphingosine C(CCCCCCCCCCCCCCCCC)(=O)N[C@@H](CO)[C@H](O)[C@H](O)CCCCCCCCCCCCCC